perfluoro-octanesulfonate FC(C(C(C(C(C(C(C(F)(F)F)(F)F)(F)F)(F)F)(F)F)(F)F)(F)F)(S(=O)(=O)[O-])F